NC=1C(=NC(=C(C1)F)OC1=CC=C(C=C1)C(F)(F)F)NC(C)=O N-(3-amino-6-(4-trifluoromethylphenoxy)-5-fluoropyridin-2-yl)acetamide